naphthyl-(phenanthrenyl)anthracene-d15 C1(=CC=CC2=CC=CC=C12)C=1C(=C(C(C2(C(C3(C(C(C(C(C3=CC12)([2H])[2H])([2H])[2H])([2H])[2H])([2H])[2H])[2H])([2H])[2H])[2H])([2H])[2H])[2H])C1=CC=CC=2C3=CC=CC=C3C=CC12